COC(CC1=CC=CC=C1)OC Phenylacetaldehyd-dimethylacetal